[2-fluoro-5-(triazol-2-yl)phenyl]methanone FC1=C(C=C(C=C1)N1N=CC=N1)C=O